C(CCCC)O pent-anol